N-(1-(4-(4-(tetrahydro-1H-furo[3,4-c]pyrrol-5(3H)-yl)-2-(trifluoromethyl)benzyl)piperazine-1-carbonyl)-1H-pyrazol-3-yl)acetamide C1OCC2C1CN(C2)C2=CC(=C(CN1CCN(CC1)C(=O)N1N=C(C=C1)NC(C)=O)C=C2)C(F)(F)F